ClC1=C(C=C(OCC(=O)NC23CCC(C2)(C3)NC(COC3=NC=CC=C3)=O)C=C1)F 2-(4-chloro-3-fluorophenoxy)-N-(4-{2-[(pyridin-2-yl)oxy]acetylamino}bicyclo[2.1.1]hex-1-yl)acetamide